NC1=NC=2C=CC(=CC2C2=C1C=NN2CCOC)C(=O)N(C2COCC1=NC(=CC=C12)C(F)(F)F)C 4-amino-1-(2-methoxyethyl)-N-methyl-N-(2-(trifluoromethyl)-5,8-dihydro-6H-pyrano[3,4-B]pyridin-5-yl)-1H-pyrazolo[4,3-c]quinoline-8-carboxamide